1-pentyl-benzotriazole methyl-(2S)-2-(benzyloxycarbonylamino)-3-[(6R)-5-oxo-4-azaspiro[2.4]heptan-6-yl]propanoate COC([C@H](C[C@H]1C(NC2(CC2)C1)=O)NC(=O)OCC1=CC=CC=C1)=O.C(CCCC)N1N=NC2=C1C=CC=C2